N1-(4-(aminomethyl)phenyl)-N4,N4-dimethylbenzene-1,4-diamine NCC1=CC=C(C=C1)NC1=CC=C(C=C1)N(C)C